OC1=CC=C(C=C1)C1(CCC(CC1)C(C)(C)C1CCC(CC1)(C1=CC=C(C=C1)O)C1=CC=C(C=C1)O)C1=CC=C(C=C1)O 2,2-bis(4,4-bis(4-hydroxyphenyl)-cyclohexyl)-propane